Tert-butyl 5-((tert-butyldimethylsilyl) hydroxy)-2-oxopiperidine-1-carboxylate [Si](C)(C)(C(C)(C)C)OC1CCC(N(C1)C(=O)OC(C)(C)C)=O